CC1(C(N(C(N1CC1=CC=NC2=C1O[C@H](CN2)C)=O)C2=CC=C(C=C2)C2(CC2)C(F)(F)F)=O)C (S)-5,5-dimethyl-1-((2-methyl-3,4-dihydro-2H-pyrido[3,2-b][1,4]oxazin-8-yl)methyl)-3-(4-(1-(trifluoromethyl)cyclopropyl)phenyl)imidazolidine-2,4-dione